FC1=C2C(C(=C(N(C2=CC=C1)O)C)CC1=CC=C(C=C1)OC(F)(F)F)=O 5-fluoro-1-hydroxy-2-methyl-3-(4-trifluoromethoxybenzyl)-4(1H)-quinolinone